ClC=1C=C(C=CC1)C(C(OC(=O)N[C@H](C(=O)N[C@H](C(=O)OC)C[C@H]1C(NCC1)=O)CC(C)C)C1=CC=CC=C1)(C)C methyl (2S)-2-((2S)-2-(((2-(3-chlorophenyl)-2-methyl-1-phenylpropoxy)carbonyl)amino)-4-methylpentanamido)-3-((S)-2-oxopyrrolidin-3-yl)propanoate